6-(5-(ethoxycarbonyl)pyridin-2-yl)-2,6-diazaspiro[3.3]heptane-2-carboxylic acid tert-butyl ester C(C)(C)(C)OC(=O)N1CC2(C1)CN(C2)C2=NC=C(C=C2)C(=O)OCC